ClC=1C=CC(=C(C1)[C@@]1(C(NC=2C(=NOC21)C(F)(F)F)=O)C)OC (6S)-6-(5-chloro-2-methoxyphenyl)-6-methyl-3-(trifluoromethyl)-4H-pyrrolo[2,3-d]isoxazol-5(6H)-one